NC=1C=2N(C3=C(N1)C=NC(=C3)C(=O)N([C@H](C)C3=NC=C(C=C3)C(F)(F)F)C)C=NC2 (R)-4-amino-N-methyl-N-(1-(5-(trifluoromethyl)pyridin-2-yl)ethyl)imidazo[1,5-a]pyrido[3,4-e]pyrazine-8-formamide